europium(III) 2-ethylhexanoate C(C)C(C(=O)[O-])CCCC.[Eu+3].C(C)C(C(=O)[O-])CCCC.C(C)C(C(=O)[O-])CCCC